C(#C)C=1C=C(C(=NC1)CNC(=O)[C@H]1N(C[C@@H](C1)O)C([C@H](C(C)(C)C)NC(OC(C)(C)C)=O)=O)OC Tert-butyl ((S)-1-((2S,4R)-2-(((5-ethynyl-3-methoxypyridin-2-yl)methyl)carbamoyl)-4-hydroxypyrrolidin-1-yl)-3,3-dimethyl-1-oxobutan-2-yl)carbamate